O1C(=CC2=C1C=CC=C2)C2=NC(=NC(=N2)C=2OC1=C(C2)C=CC=C1)C=1OC2=C(C1)C=CC=C2 2,4,6-tris(benzofuran-2-yl)-1,3,5-triazine